C(C)(C)(C)[Si](OCCCOC[C@H](C)OC=1C=C2C(=NN(C2=CC1)C1OCCCC1)C1=NC(=NC(=C1)N1CCCC1)SC)(C)C tert-butyl-dimethyl-[3-[(2S)-2-[3-(2-methylsulfanyl-6-pyrrolidin-1-yl-pyrimidin-4-yl)-1-tetrahydropyran-2-yl-indazol-5-yl]oxypropoxy]propoxy]silane